5-[4-(6-fluoropyrimidin-4-yl)piperazine-1-carbonyl]-6-methyl-N-(1-methylcyclopropyl)furo[2,3-d]pyrimidin-4-amine FC1=CC(=NC=N1)N1CCN(CC1)C(=O)C1=C(OC=2N=CN=C(C21)NC2(CC2)C)C